C(#N)C=1C=CC(=C2C=CC=NC12)N1CC2(CC2(C1)C(F)(F)F)C(=O)NC[C@H]1N(CCOC1)C 3-(8-cyanoquinolin-5-yl)-N-{[(3R)-4-methylmorpholin-3-yl]methyl}-5-(trifluoromethyl)-3-azabicyclo[3.1.0]hexane-1-carboxamide